4-hydroxy-1-(3-(2-(trifluoromethyl)-10H-phenothiazin-10-yl)propyl)piperidine-4-carboxylic acid OC1(CCN(CC1)CCCN1C2=CC=CC=C2SC=2C=CC(=CC12)C(F)(F)F)C(=O)O